C1(CC1)C1NC(N([C@@H](C=2N=CC(=C(C3=CN4C(C(OCCCCC1)=N3)=NC=C4)C2)OC)C)CC)=O (12R)-16-cyclopropyl-13-ethyl-8-methoxy-12-methyl-12,13,16,17,18,19,20,21-octahydro-6,23-(azeno)-11,7-(metheno)imidazo[2,1-c][1,4,10,13,15]oxatetraazacyclohenicosin-14(15H)-one